N-(1-(thiophen-2-yl)ethyl)benzamide S1C(=CC=C1)C(C)NC(C1=CC=CC=C1)=O